FC=1C=C(C(=O)O)C=CC1O 3-fluoro-4-hydroxybenzoic acid